methionine sulfonium salt [SH3+].N[C@@H](CCSC)C(=O)[O-]